2,4,6-tri(pyridin-4-yl)pyridine N1=CC=C(C=C1)C1=NC(=CC(=C1)C1=CC=NC=C1)C1=CC=NC=C1